N-(2-(4-((6-((tert-butoxycarbonyl)amino)hexanamido)methyl)phenyl)thiazole-4-carbonyl)-O-(tert-butyldimethylsilyl)-L-serine C(C)(C)(C)OC(=O)NCCCCCC(=O)NCC1=CC=C(C=C1)C=1SC=C(N1)C(=O)N[C@@H](CO[Si](C)(C)C(C)(C)C)C(=O)O